ClC=1C=C(C(=O)N2CCC(CC2)CCN2N=C(C3=C2CCC3)C(=O)N3CCC(CC3)O)C=CC1 (1-(2-(1-(3-Chlorobenzoyl)piperidin-4-yl)ethyl)-1,4,5,6-tetrahydrocyclopenta[c]pyrazol-3-yl)(4-hydroxypiperidin-1-yl)methanon